ethyl 1-(6-((tert-butoxycarbonyl) amino)-5-cyanopyridin-2-yl)-5-(trifluoromethyl)-1H-pyrazole-4-carboxylate C(C)(C)(C)OC(=O)NC1=C(C=CC(=N1)N1N=CC(=C1C(F)(F)F)C(=O)OCC)C#N